C[Si](CCOCN1C=C(C=2N=C(N=CC21)C2=C(C=CC=C2)C(F)(F)F)SC2=CC=C(C=C2)B2OC(C(O2)(C)C)(C)C)(C)C trimethyl-[2-[[7-[4-(4,4,5,5-tetramethyl-1,3,2-dioxaborolan-2-yl)phenyl]sulfanyl-2-[2-(trifluoromethyl)phenyl]pyrrolo[3,2-d]pyrimidin-5-yl]methoxy]ethyl]silane